CC(C(=O)OCN1C(=NC(=C1)C)C(=O)OCC)(C)C ethyl 1-(2,2-dimethylpropanoyloxymethyl)-4-methyl-imidazole-2-carboxylate